Bis(p-tolyl)silylene(cyclopentadienyl)(2,7-di-tert-butylfluorenyl)zirconium dichloride [Cl-].[Cl-].C1(=CC=C(C=C1)[Si](=[Zr+2](C1=C(C=CC=2C3=CC=C(C=C3CC12)C(C)(C)C)C(C)(C)C)C1C=CC=C1)C1=CC=C(C=C1)C)C